C(OC=1C=C(C=CC1)C)([O-])=O meta-tolyl carbonate